methyl (S)-3-((7-((1-((tert-butyldiphenylsilyl)oxy)pentan-3-yl)amino)-5-((methoxycarbonyl)amino)-1H-pyrazolo[4,3-d]pyrimidin-1-yl)methyl)-4-methoxybenzoate [Si](C1=CC=CC=C1)(C1=CC=CC=C1)(C(C)(C)C)OCC[C@H](CC)NC=1C2=C(N=C(N1)NC(=O)OC)C=NN2CC=2C=C(C(=O)OC)C=CC2OC